CN([C@@H](CO[Si](C1=CC=CC=C1)(C1=CC=CC=C1)C(C)(C)C)C(=O)O)C([C@@H](NC(=O)C=1N=C(SC1)C1=CC(=C(C=C1)NC(=O)OC(C)(C)C)F)CO)=O Methyl-N-((2-(4-((tert-butoxycarbonyl)amino)-3-fluorophenyl)thiazole-4-carbonyl)-L-seryl)-O-(tert-butyldiphenylsilyl)-L-serine